2-(2-chlorophenyl)-N-{4-[(4,4-difluoro-1-Hydroxycyclohexyl)methoxy]-3-sulfamoyl-phenyl}-acetamide ClC1=C(C=CC=C1)CC(=O)NC1=CC(=C(C=C1)OCC1(CCC(CC1)(F)F)O)S(N)(=O)=O